3-(5-bromo-1-oxoisoindolin-2-yl)-1-methylpiperidine-2,6-dione BrC=1C=C2CN(C(C2=CC1)=O)C1C(N(C(CC1)=O)C)=O